2-(2-(4-(2-(((5r,8r)-4-hydroxy-3-mesityl-2-oxo-1-oxaspiro[4.5]dec-3-en-8-yl)oxy)ethyl)piperazin-1-yl)ethoxy)acetic acid OC1=C(C(OC12CCC(CC2)OCCN2CCN(CC2)CCOCC(=O)O)=O)C2=C(C=C(C=C2C)C)C